4-(Azetidin-1-yl)-2,6-diisopropylphenol N1(CCC1)C1=CC(=C(C(=C1)C(C)C)O)C(C)C